N2-(7-chloro-1-hydroxy-3H-2,1-benzoxaborole-5-yl)-N4-(1-ethylpropyl)-5-methyl-pyrimidine-2,4-diamine ClC1=CC(=CC=2COB(C21)O)NC2=NC=C(C(=N2)NC(CC)CC)C